CC1=C(C=CC=C1C1=CC=2N(C=C1)C(=CN2)N2N=C(C=C2)C(=O)OCC)C2=CC=CC=C2 ethyl 1-(7-(2-methyl-[1,1'-biphenyl]-3-yl)imidazo[1,2-a]pyridin-3-yl)-1H-pyrazole-3-carboxylate